S(=O)(=O)(C1=CC=C(C=C1)OC1=C2C(OC(C2=CC=C1)=O)=O)C1=CC=C(C=C1)OC1=C2C(OC(C2=CC=C1)=O)=O (sulfonylbis(4,1-phenylene))bis(oxy)bis(isobenzofuran-1,3-dione)